C(CCC)C=1C(OC2=C(C1C)C=CC(=C2)OCC2=C(C=CC=C2)\C(\C(=O)OC)=C/OC)=O methyl (αE)-2-[[(3-butyl-4-methyl-2-oxo-2H-1-benzopyran-7-yl)oxy]methyl]-α-(methoxymethylene)benzeneacetate